ClC1=NC(=C2C(=N1)N(N=C2)[C@H]2[C@@H]([C@@H]([C@H](O2)COCP(O)(O)=O)O)O)NCC2=CC(=CC=C2)C(F)(F)F ((((2R,3S,4R,5R)-5-(6-chloro-4-((3-(trifluoromethyl)benzyl)amino)-1H-pyrazolo[3,4-d]pyrimidin-1-yl)-3,4-dihydroxytetrahydrofuran-2-yl)methoxy)methyl)phosphonic acid